(E)-1,3-diethyl-8-(2-(6-(2-isopropoxyethoxy)pyridin-3-yl)vinyl)-1H-purine-2,6(3h,7h)-dione C(C)N1C(N(C=2N=C(NC2C1=O)\C=C\C=1C=NC(=CC1)OCCOC(C)C)CC)=O